2,6-dimethyl-1,4-phenylene-bis{4-(2,3-epoxypropoxy)-3,5-dimethylbenzoate} CC1=C(C(=CC(=C1)C1=C(C(=O)[O-])C=C(C(=C1C)OCC1CO1)C)C)C1=C(C(=O)[O-])C=C(C(=C1C)OCC1CO1)C